N1(CCC1)CCN1C=C(C=2C1=NC(=CC2)Br)C(=O)C2COC1=CC=C(C=C1C2)F (1-(2-(azetidin-1-yl)ethyl)-6-bromo-1H-pyrrolo[2,3-b]pyridin-3-yl)(6-fluorochroman-3-yl)methanone